6-[4-[Acetyl(2,2-difluoroethyl)amino]-3-chloro-phenyl]-N-[3-(1H-pyrazol-4-yl)propyl]pyridine-3-carboxamide C(C)(=O)N(C1=C(C=C(C=C1)C1=CC=C(C=N1)C(=O)NCCCC=1C=NNC1)Cl)CC(F)F